FC1=C(N=CC2=C1N=C(N=C2OCC(F)(F)F)OC[C@]21CCCN1C[C@@H](C2)F)C2=CC=CC1=CC=C(C(=C21)C#C[Si](C(C)C)(C(C)C)C(C)C)F 8-fluoro-7-(7-fluoro-8-((triisopropylsilyl)ethynyl)naphthalen-1-yl)-2-(((2R,7aS)-2-fluorotetrahydro-1H-pyrrolizin-7a(5H)-yl)methoxy)-4-(2,2,2-trifluoroethoxy)pyrido[4,3-d]pyrimidine